sodium α-D-glucoheptonate O=C([O-])[C@H](O)[C@H](O)[C@@H](O)[C@H](O)[C@H](O)CO.[Na+]